lithium 3,6-dimercaptocatechol SC1=C(C(O)=C(C=C1)S)O.[Li]